methyl 7-((diethoxyphosphoryl) methyl)-5-fluoro-2-naphthoate C(C)OP(=O)(OCC)CC1=CC(=C2C=CC(=CC2=C1)C(=O)OC)F